COC1=CC(=C(C=C1OC)NC(=O)C=1OC2=CC=CC=C2C(C1)=O)C(NC1=CC=C(C=C1)CCNCC=1C=CC=C2C=NN(C12)C)=O N-(4,5-Dimethoxy-2-((4-(2-(N-((1-methyl-1H-indazol-7-yl)methyl)amino)ethyl)phenyl)carbamoyl)phenyl)-4-oxo-4H-chromene-2-carboxamide